sodium capryloyl alaninate N[C@@H](C)C(=O)OC(CCCCCCC)=O.[Na]